ethyl 3-iodo-6-methyl-7-(2,3,5-trifluorophenyl)pyrazolo[3,2-b][1,3]thiazole-2-carboxylate IC=1N2C(SC1C(=O)OCC)=C(C(=N2)C)C2=C(C(=CC(=C2)F)F)F